ClC=1N=C(C2=C(N1)C(=C(N=C2)Cl)F)N2CC(C(CC2)C)O (2,7-dichloro-8-fluoropyrido[4,3-d]pyrimidin-4-yl)-4-methylpiperidin-3-ol